N-isoquinolin-6-ylacetamide C1=NC=CC2=CC(=CC=C12)NC(C)=O